(S)-2-(6-chloro-2-(2-methyl-4-(trifluoromethyl)pyrimidine-5-carbonyl)-1,2,3,4-Tetrahydroisoquinolin-8-yl)pyrrolidine-1-carboxylic acid tert-butyl ester C(C)(C)(C)OC(=O)N1[C@@H](CCC1)C=1C=C(C=C2CCN(CC12)C(=O)C=1C(=NC(=NC1)C)C(F)(F)F)Cl